NC1(COC1)C(=O)N1CC=2N=C(N=C(C2C1)N1CCOCC1)N/N=C/C1=CC(=CC=C1)C (3-Aminooxetan-3-yl)[2-{(2E)-2-[(3-methylphenyl)methylidene]hydrazinyl}-4-(morpholin-4-yl)-5,7-dihydro-6H-pyrrolo[3,4-d]pyrimidin-6-yl]methanone